(R)-N-[(1S)-1-(2-bromopyridin-4-yl)but-3-en-1-yl]-2-methylpropane-2-sulfonamide BrC1=NC=CC(=C1)[C@H](CC=C)NS(=O)(=O)C(C)(C)C